3-[3-[(6-methoxypyridin-3-yl)methyl]imidazo[4,5-b]pyridin-2-yl]-4-methyl-1,2,5-oxadiazole COC1=CC=C(C=N1)CN1C(=NC=2C1=NC=CC2)C2=NON=C2C